N-(6-{[6,7-bis(methyloxy)quinolin-4-yl]oxy}-5-fluoro-1,3-benzothiazol-2-yl)-2-[3-(trifluoromethyl)phenyl]acetamide COC=1C=C2C(=CC=NC2=CC1OC)OC1=CC2=C(N=C(S2)NC(CC2=CC(=CC=C2)C(F)(F)F)=O)C=C1F